ClC1=C(C(=CC=C1)Cl)N1C(CCC2=C(C=C(C=C12)C1CCNCC1)C1=C(C=C(C=C1)F)F)=O 1-(2,6-dichlorophenyl)-5-(2,4-difluorophenyl)-7-piperidin-4-yl-3,4-dihydroquinolin-2(1h)-one